4-[(2,5-dichlorophenyl)azo]-3-hydroxy-N-(2,5-dimethoxyphenyl)-2-naphthalenecarboxamide ClC1=C(C=C(C=C1)Cl)N=NC1=C(C(=CC2=CC=CC=C12)C(=O)NC1=C(C=CC(=C1)OC)OC)O